6-[4-(3-chloro-4-methylphenoxy)piperidin-1-yl]-5-methyl-N-(pyridin-4-ylmethyl)pyridazine-3-carboxamide ClC=1C=C(OC2CCN(CC2)C2=C(C=C(N=N2)C(=O)NCC2=CC=NC=C2)C)C=CC1C